ClC1=C(C=CC=C1F)[C@H](OC1=NC(=NC=C1)C(=O)N[C@H](C)\C=C\S(=O)(=O)C)C1(COC1)F ((S)-(2-chloro-3-fluorophenyl)(3-fluorooxetan-3-yl)methoxy)-N-((R,E)-4-(methylsulfonyl)but-3-en-2-yl)pyrimidine-2-carboxamide